OC(C)C1OCC(C1O)O 2-(1-hydroxyethyl)tetrahydrofuran-3,4-diol